C(#N)C=1C=C(C=CC1F)NC(=O)N1CC=2C(=NN3C2C=2C(CCC3)=CON2)C[C@H]1C (10R)-N-(3-Cyano-4-fluorophenyl)-10-methyl-5,6,9,10-tetrahydro-4H-isoxazolo-[3,4-c]pyrido[4',3':3,4]pyrazolo[1,5-a]azepine-11(12H)-carboxamide